7-[(5-Methoxypyridin-2-yl)methoxy]-4-(6-methoxypyridine-3-carbonyl)-2,3,4,5-tetrahydro-1,4-benzoxazepine COC=1C=CC(=NC1)COC=1C=CC2=C(CN(CCO2)C(=O)C=2C=NC(=CC2)OC)C1